Potassium (2S)-2-bromo-3-hydroxypropionic acid Br[C@H](C(=O)O)CO.[K]